(2R)-N-[1-(4-fluorophenyl)cyclobutyl]-alpha-methyl-2-pyrrolidinemethanamine FC1=CC=C(C=C1)C1(CCC1)NC([C@@H]1NCCC1)C